Cl.FC=1C(=C(OCC(=O)O)C=CC1)C1CCC(CC1)OCC1NCCCC1O 2-{3-fluoro-2-[(1s,4s)-4-[(3-hydroxypiperidin-2-yl)methoxy]cyclohexyl]phenoxy}acetic acid hydrochloride